C1CCC2=C(C=3CCCC3C=C12)NC(=O)NS(=O)(=O)C1=CC(=C(C=C1)OC)CCCB1O[C@@]2([C@H](O1)C[C@H]1C([C@@H]2C1)(C)C)C N-((1,2,3,5,6,7-hexahydro-s-indacen-4-yl)carbamoyl)-4-methoxy-3-(3-((3aS,4S,6S,7aR)-3a,5,5-trimethylhexahydro-4,6-methanobenzo[d][1,3,2]dioxaborol-2-yl)propyl)benzenesulfonamide